C(C=C)N1N=C2C(=CC=C(C2=C1)C)SCC1=CC=CC=C1 2-Allyl-7-(benzylthio)-4-methyl-2H-indazole